N-(3-((2-(2,6-Dioxopiperidin-3-yl)-1,3-dioxoisoindolin-4-yl)amino)propyl)-2-(4-(4-(5-(2-Fluoro-6-methoxyphenyl)-1H-pyrazolo[4,3-d]pyrimidin-3-yl)phenyl)piperazin-1-yl)acetamid O=C1NC(CCC1N1C(C2=CC=CC(=C2C1=O)NCCCNC(CN1CCN(CC1)C1=CC=C(C=C1)C1=NNC2=C1N=C(N=C2)C2=C(C=CC=C2OC)F)=O)=O)=O